N-(5,6-dichloro-1H-benzo[d]imidazol-2-yl)-1-ethoxycyclopropane-1-carboxamide ClC1=CC2=C(NC(=N2)NC(=O)C2(CC2)OCC)C=C1Cl